COC(=O)[C@]1(N[C@H]([C@]([C@@H]1C1=CC=CC=C1)([N+](=O)[O-])C)C1=C(C=CC=C1)F)C (2S,3R,4S,5S)-5-(2-fluorophenyl)-2,4-dimethyl-4-nitro-3-phenylpyrrolidine-2-carboxylic acid methyl ester